ClC1=C(C=CC(=C1)Cl)CNC(=O)C1CN(C(C1)=O)C1=C(C=C(C=C1)F)F N-[(2,4-dichlorophenyl)methyl]-1-(2,4-difluorophenyl)-5-oxopyrrolidine-3-carboxamide